ClC1=CC=C(C=C1)C(C(F)(F)F)N(S(=O)(=O)C1=CN(C(C=C1)=O)CCO)C N-(1-(4-chlorophenyl)-2,2,2-trifluoroethyl)-1-(2-hydroxyethyl)-N-methyl-6-oxo-1,6-dihydropyridine-3-sulfonamide